tert-butyl 4-((5-bromofuran-2-yl) methyl)-3-oxo-1-thia-4,8-diazaspiro[4.5]decane-8-carboxylate BrC1=CC=C(O1)CN1C(CSC12CCN(CC2)C(=O)OC(C)(C)C)=O